ClC1=C(OCOC(C2=NC=CC(=C2)CC)=O)C=CC(=C1)C(F)(F)F ((2-chloro-4-(trifluoromethyl) phenoxy) methyl)-4-ethylpicolinate